Cl.FC(C=1C=C(OCCCCC2=CC=C(C=C2)NC(=O)N2CCNCC2)C=CC1)(F)F N-(4-(4-(3-(trifluoromethyl)phenoxy)butyl)phenyl)piperazine-1-carboxamide hydrochloride